ClC=1C=CC(=C(C(=O)NC(C)(C)C2=CC=C(C=C2)F)C1)OC 5-chloro-N-(2-(4-fluorophenyl)propan-2-yl)-2-methoxybenzamide